C(C)(C)(C1=C(C(=CC=C1)O)C)C1=C(C(=CC=C1)O)C isopropylidenebis(o-cresol)